FC=1C=CC2=C(C(=C(O2)[C@@H](C)N)C)C1 (R)-1-(5-fluoro-3-methylbenzofuran-2-yl)ethan-1-amine